4-(9,10-bis(trifluoromethyl)perylene-3-yl)butanoic acid FC(C1=CC=C2C3=CC=CC4=C(C=CC(C=5C=CC(=C1C25)C(F)(F)F)=C43)CCCC(=O)O)(F)F